3-((12-(4-fluorophenyl)dodecyl)oxy)propyl hydrogen ((((R)-1-(6-amino-9H-purin-9-yl)propan-2-yl)oxy)methyl)phosphonate NC1=C2N=CN(C2=NC=N1)C[C@@H](C)OCP(OCCCOCCCCCCCCCCCCC1=CC=C(C=C1)F)(O)=O